N-methyl-N,N-didecylammonium [tetrakis(perfluorophenyl)borate] FC1=C(C(=C(C(=C1F)F)F)F)[B-](C1=C(C(=C(C(=C1F)F)F)F)F)(C1=C(C(=C(C(=C1F)F)F)F)F)C1=C(C(=C(C(=C1F)F)F)F)F.C[NH+](CCCCCCCCCC)CCCCCCCCCC